3-[3-[(2R,3R,4R,5R,6S)-3,4,5-trihydroxy-6-methyl-oxy-hexane-2-yl]Oxydecanoyloxy]Capric acid O[C@@H]([C@@H](C)OC(CC(=O)OC(CC(O)=O)CCCCCCC)CCCCCCC)[C@@H]([C@@H](COC)O)O